((R)-(2-(((3S,6S,10aS)-3-((3S,4R)-3-cyano-4-phenylpyrrolidine-1-carbonyl)-5-oxodecahydropyrrolo[1,2-a]azocin-6-yl)carbamoyl)benzo[b]thiophen-5-yl)fluoromethyl)phosphonic acid C(#N)[C@@H]1CN(C[C@H]1C1=CC=CC=C1)C(=O)[C@@H]1CC[C@H]2N1C([C@H](CCCC2)NC(=O)C2=CC1=C(S2)C=CC(=C1)[C@H](F)P(O)(O)=O)=O